tert-butyl 4-((tert-butoxycarbonyl) amino)-2,6-dichloro-5-fluoronicotinate C(C)(C)(C)OC(=O)NC1=C(C(=NC(=C1C(=O)OC(C)(C)C)Cl)Cl)F